C(C)(C)(C)C1=CC=C(C=C1)C=1NC2=C3C(=CC=C2C1)C=CC=C3 2-(4-tert-butylphenyl)benzo[5,6]indole